COC(=O)N1CC=2NN=C(C2C1)C(=O)N1CCC(CC1)C1=C(C(=C(C=C1)F)F)C(F)(F)F 3-(4-(3,4-difluoro-2-(trifluoromethyl)phenyl)piperidine-1-carbonyl)-4,6-dihydropyrrolo[3,4-c]pyrazole-5(1H)-carboxylic acid methyl ester